FC(C1=C(C=NN1)C1OCCN(C1)C1=NC(=NC=C1)C1=CN=C2N1C=C(C=C2)C#N)F 3-(4-(2-(5-(difluoromethyl)-1H-pyrazol-4-yl)morpholino)pyrimidin-2-yl)imidazo[1,2-a]pyridine-6-carbonitrile